1-{7-(2,2-Dimethyl-propionyloxymethyl)-6-oxo-1-propyl-8-[1-(3-trifluoromethyl-benzyl)-1H-pyrazol-4-yl]-6,7-dihydro-1H-purin-2-yl}-pyrrolidine-2-carboxylic acid CC(C(=O)OCN1C(=NC=2N=C(N(C(C12)=O)CCC)N1C(CCC1)C(=O)O)C=1C=NN(C1)CC1=CC(=CC=C1)C(F)(F)F)(C)C